N-((5-hydroxy-6-methyl-bicyclo[2.2.1]hept-2-yl)methyl)methacrylamide OC1C2CC(C(C1C)C2)CNC(C(=C)C)=O